N-(1-(1H-indol-3-yl)propan-2-yl)tetrahydro-2H-pyran-4-amine N1C=C(C2=CC=CC=C12)CC(C)NC1CCOCC1